ClC1=CC2=C(C3=CC=CC=C3C(=C2C=C1)OC(CC(=O)OCCCC)C)OC(CC(=O)OCCCC)C 2-chloro-9,10-bis(n-butoxycarbonylpropyleneoxy)anthracene